(1R,3S)-3-{5-[2-(2-formyl-3-hydroxyphenoxy)acetamido]-2H-pyrazol-3-yl}cyclopentyl (2R)-2-methylpyrrolidine-1-carboxylate C[C@H]1N(CCC1)C(=O)O[C@H]1C[C@H](CC1)C=1NN=C(C1)NC(COC1=C(C(=CC=C1)O)C=O)=O